CC1(C(=NC=2C=CC3=C(C12)C=CC=C3)C)C 1,1,2-trimethyl-1H-benzo(E)indole